COC=1C=C(C=NC1OC)CN1C[C@H](NCC1)C1=C(C=CC=C1)C(C)C (R)-1-((5,6-dimethoxypyridin-3-yl)methyl)-3-(2-isopropylphenyl)piperazine